Ethyl 1-((2-Amino-9-((2R,3R,5S)-3-hydroxy-5-(hydroxymethyl)tetrahydrofuran-2-yl)-8-oxo-8,9-dihydro-7H-purin-7-yl)methyl)cyclopropan-1-carboxylat NC1=NC=C2N(C(N(C2=N1)[C@@H]1O[C@@H](C[C@H]1O)CO)=O)CC1(CC1)C(=O)OCC